BrC=1C=C2C(=NC1C(CC1=CC(=CC(=C1)F)F)N1C(C3=CC=CC=C3C1=O)=O)C=CN2C 2-(1-(6-bromo-1-methyl-1H-pyrrolo[3,2-b]pyridin-5-yl)-2-(3,5-difluorophenyl)ethyl)isoindoline-1,3-dione